(2S,3R)-1-(tert-butyloxycarbonyl)-3-hydroxypyrrolidine-2-carboxylic acid C(C)(C)(C)OC(=O)N1[C@@H]([C@@H](CC1)O)C(=O)O